BrC=1C=C2C(=NC1)NC=C2C(=O)C2=CC=C(C=C2)OC (5-bromo-1H-pyrrolo[2,3-b]pyridin-3-yl)(4-methoxyphenyl)methanone